C(C)(C)(C)OC(=O)N1[C@@H]2[C@@H]([C@@H](C[C@H]1CC2)OC=2N=NC(=CC2)C2=C(C=C1C=CN(C(C1=C2)=O)C)OCOC)F |r| rac-(1s,2s,3r,5r)-2-fluoro-3-(6-(6-(methoxymethoxy)-2-methyl-1-oxo-1,2-dihydroisoquinolin-7-yl)pyridazin-3-yloxy)-8-azabicyclo[3.2.1]octane-8-carboxylic acid tert-butyl ester